ClC=1C(=C(C=CC1Cl)NC1=NC=NC2=CC(=C(C=C12)OC1CCN(CC1)C(CSC1=C2C(N(C(C2=CC=C1)=O)C1C(NC(CC1)=O)=O)=O)=O)OC)F 4-((2-(4-((4-((3,4-dichloro-2-fluorophenyl)amino)-7-methoxyquinazolin-6-yl)oxy)piperidin-1-yl)-2-oxoethyl)thio)-2-(2,6-dioxopiperidin-3-yl)isoindoline-1,3-dione